2-(benzo[d]thiazole-4-carboxamido)benzo[d]thiazole-6-carboxylic acid S1C=NC=2C1=CC=CC2C(=O)NC=2SC1=C(N2)C=CC(=C1)C(=O)O